ClC=1C=C(C=CC1)C1=CC(N2C1=C(C=1C=CC=CC21)C)(O)C(F)(F)F 1-(3-Chlorophenyl)-9-methyl-3-(trifluoromethyl)-3H-pyrrolo[1,2-a]indol-3-ol